[B].[Ta].[Zr].[Co] cobalt Zirconium Tantalum Boron